ClC1=NC=C(C(=N1)C1=CC=C2CN(C(C2=C1)=O)CC(N1CC2=CC=CC=C2CC1)=O)C 6-(2-chloro-5-methylpyrimidin-4-yl)-2-[2-oxo-2-(1,2,3,4-tetrahydroisoquinolin-2-yl)ethyl]-2,3-dihydro-1H-isoindol-1-one